3-benzyl 6-ethyl bicyclo[3.1.0]hexane-3,6-dicarboxylate C12CC(CC2C1C(=O)OCC)C(=O)OCC1=CC=CC=C1